CC1C(C(CCC1)=O)=O 1-methyl-2,3-cyclohexanedione